(3S,4S,5R)-5-((benzoyloxy)methyl)-4-fluorotetrahydrofuran-2,3-diacetic acid diacetate C(C)(=O)O.C(C)(=O)O.C(C1=CC=CC=C1)(=O)OC[C@@H]1[C@H]([C@H](C(O1)CC(=O)O)CC(=O)O)F